tert-butyl N-{3-[(5-bromo-2-chloropyrimidin-4-yl)amino]-4-fluorophenyl}carbamate BrC=1C(=NC(=NC1)Cl)NC=1C=C(C=CC1F)NC(OC(C)(C)C)=O